2-(1-(1-(3-isopropyl-1,2,4-oxadiazol-5-yl)piperidin-4-yl)ethoxy)-5-(6-(trifluoromethyl)pyridin-3-yl)thiazolo[5,4-b]pyridin C(C)(C)C1=NOC(=N1)N1CCC(CC1)C(C)OC=1SC2=NC(=CC=C2N1)C=1C=NC(=CC1)C(F)(F)F